N1C(=NC2=C1C=CC=C2)CNC2=NN(C1=NC(=CN=C12)C1CC1)CC1(CCC1)O 1-[(3-{[(1H-benzimidazol-2-yl)methyl]amino}-6-cyclopropyl-1H-pyrazolo[3,4-b]pyrazin-1-yl)methyl]cyclobutan-1-ol